(R)-4-methyl-6-(4-((3-(4-methyl-1-oxo-1,3-dihydroisobenzofuran-5-yl)piperazin-1-yl)methyl)-1H-pyrazol-1-yl)pyridine-3-carbonitrile CC1=C(C=NC(=C1)N1N=CC(=C1)CN1C[C@H](NCC1)C=1C(=C2COC(C2=CC1)=O)C)C#N